C1(CC1)C1=CN=C(S1)C=1C=NN2C1N=C(C=C2)N2[C@@]1(C[C@@H]1CC2)C2=C(C=CC(=C2)F)F 5-cyclopropyl-2-(5-((1R,5S)-1-(2,5-difluorophenyl)-2-azabicyclo[3.1.0]hexan-2-yl)pyrazolo[1,5-a]pyrimidin-3-yl)thiazole